(2-fluoro-6-(trifluoromethyl)phenyl)boronic acid FC1=C(C(=CC=C1)C(F)(F)F)B(O)O